FC(C1=NN=C(O1)C1=CC(=C(CN(S(=O)(=O)C2CCCCC2)C2=CC=CC=C2)C=C1)F)F N-(4-(5-(difluoromethyl)-1,3,4-oxadiazol-2-yl)-2-fluorobenzyl)-N-phenylcyclohexanesulfonamide